Cl.Cl.O1CCN(CC1)CCOC1=CC2=C(OC3=C2C=CC(=C3)OCCN3CCOCC3)C=C1 2,7-bis-(morpholino-ethoxy)-dibenzofuran-dihydrochloride